C(C)(C)(C)OC(=O)N1C[C@@H](CC1)NS(=O)(=O)C1=CC=C(C=C1)C=1CN(C=CC1)C (R)-3-((N-methyl-4-(pyridin-3-yl)phenyl)sulfonamido)pyrrolidine-1-carboxylic acid tert-butyl ester